C1(=CC=CC=C1)C(=C)C1=C(C=CC=C1)NC(C1=CC=CC=C1)=O N-(2-(1-phenylvinyl)phenyl)benzamide